NC1=NC(=NC(=C1N)O)S 4,5-diamino-6-hydroxy-2-mercaptopyrimidine